N-(2-acetamido-4-nitrophenyl)-2-(dimethylamino)-N-methylacetamide C(C)(=O)NC1=C(C=CC(=C1)[N+](=O)[O-])N(C(CN(C)C)=O)C